ClC1=C(C=C(C=C1)F)C1NC(C2=C1C(=CC1=C(N(N=C21)C)C#C)NC(C2=CC(=CC(=C2)F)C(F)(F)F)=O)=O N-[6-(2-chloro-5-fluorophenyl)-3-ethynyl-2-methyl-8-oxo-7,8-dihydro-6H-pyrrolo[4,3-g]indazol-5-yl]-5-fluoro-3-(trifluoromethyl)benzamide